C1(CCC1)OC=1C=C(C=CC1)NC1=NC=CC(=N1)NC=1C=NC2=CC=CC=C2C1 2-(m-cyclobutoxyphenylamino)-4-(3-quinolylamino)pyrimidine